C(C=C)=N propenimine